N-[(2R)-2,4-dimethyl-1-phenylpentan-2-yl]-8-fluoroquinolin-3-carboxamide C[C@](CC1=CC=CC=C1)(CC(C)C)NC(=O)C=1C=NC2=C(C=CC=C2C1)F